ClC1=CC=CC2=C1N=C(S2)C2=C1N=CC(=NC1=CC(=C2)C)OC 4-chloro-2-(2-methoxy-7-methylquinoxalin-5-yl)benzo[d]thiazole